O1N=C(C2=C1C=CC=C2)C2CCN(CC2)CCN2C(C1=C(N=C(N=C1)C)C=C2)=O 6-{2-[4-(1,2-Benzisoxazol-3-yl)piperidin-1-yl]ethyl}-2-methylpyrido[4,3-d]pyrimidin-5(6H)-one